P(OC1=C(C=CC=C1)C(C)(C)C)(OC1=C(C=C(C=C1)C(C)(C)C)C(C)(C)C)OC1=C(C=C(C=C1)C(C)(C)C)C(C)(C)C tert-butylphenyl bis(2,4-di-tert-butylphenyl) phosphite